1-[(4-bromo-2-chloro-phenyl)methyl]-4-methyl-piperazine BrC1=CC(=C(C=C1)CN1CCN(CC1)C)Cl